(2R,3R,4R,5S)-2-(hydroxymethyl)-5-((4-(trifluoromethyl)pyrimidin-2-yl)amino)tetrahydro-2H-pyran-3,4-diol OC[C@H]1OC[C@@H]([C@H]([C@H]1O)O)NC1=NC=CC(=N1)C(F)(F)F